BrC1=C2C(=C(N1C)C(NC1=CC(=C(C=C1)F)Cl)=O)CCC2NC(OCC2=NN(C=N2)C)=O (1-Methyl-1H-1,2,4-triazol-3-yl)methyl (3-bromo-1-((3-chloro-4-fluorophenyl)carbamoyl)-2-methyl-2,4,5,6-tetrahydrocyclopenta[c]pyrrol-4-yl)carbamate